3-((1S,3S)-1-(2,6-difluoro-4-((1-(3-fluoropropyl)azetidin-3-yl)amino)phenyl)-8-fluoro-3-methyl-3,4-dihydro-1H-pyrido[3,4-b]indol-2(9H)-yl)-2,2-difluoropropan-1-ol FC1=C(C(=CC(=C1)NC1CN(C1)CCCF)F)[C@@H]1N([C@H](CC2=C1NC1=C(C=CC=C21)F)C)CC(CO)(F)F